ClC=1C=C(C=CC1Cl)CC(=O)O 3,4-Dichlorophenylacetic acid